C=12C3=C(C(=CC1)C2)C=CC=N3 7-Azabenzonorbornadiene